butoxy-7-(4-(3-(dimethylamino)propoxy)-2-fluorobenzyl)imidazo[2,1-f][1,2,4]triazin-4-amine C(CCC)OC1=NN2C(C(=N1)N)=NC=C2CC2=C(C=C(C=C2)OCCCN(C)C)F